NC=1C=C(N(N1)C)OC1=C(C#N)C=CC(=C1)Br (5-amino-2-methylpyrazol-3-yl)oxy-4-bromobenzonitrile